(6-methyl-1-((2-(trimethylsilyl)ethoxy)methyl)-1H-benzo[d]Imidazol-2-yl)methanol CC=1C=CC2=C(N(C(=N2)CO)COCC[Si](C)(C)C)C1